C(CCCCCC(C)C)OC(=O)C1C(CCCC1)C(=O)OCCCCCCC(C)C 1,2-cyclohexandicarboxylic acid diisononyl ester